1-[(2R,6S)-6-[[bis(4-methoxyphenyl)-phenyl-methoxy]methyl]-4-hexadecanoyl-6-(triiso-propylsilyloxymethyl)morpholin-2-yl]-5-methyl-pyrimidine-2,4-dione COC1=CC=C(C=C1)C(OC[C@]1(O[C@H](CN(C1)C(CCCCCCCCCCCCCCC)=O)N1C(NC(C(=C1)C)=O)=O)CO[Si](C(C)C)(C(C)C)C(C)C)(C1=CC=CC=C1)C1=CC=C(C=C1)OC